C[Si](OC#CC(C)C)(OC#CC(C)C)OC#CC(C)C methyl-tri(methyl-butynyloxy)silane